C(C)(=O)N[C@H]1C[C@H](CCC1)C(=O)NC1=NC=C(C(=C1)C=1C=NN2C1OCCC2)Cl (1s,3r)-3-acetamido-N-(5-chloro-4-(6,7-dihydro-5H-pyrazolo[5,1-b][1,3]oxazin-3-yl)pyridin-2-yl)cyclohexanecarboxamide